ClC=1C(=C(C=CC1Cl)NC1=NC=NC2=CC(=C(C=C12)OC1CCC(CC1)CN1C2CN(CC1CC2)C=2C=C1C(N(C(C1=CC2)=O)C2C(NC(CC2)=O)=O)=O)OC)F 5-(8-((4-((4-((3,4-dichloro-2-fluorophenyl)amino)-7-methoxyquinazolin-6-yl)oxy)cyclohexyl)methyl)-3,8-diazabicyclo[3.2.1]octan-3-yl)-2-(2,6-dioxopiperidin-3-yl)isoindoline-1,3-dione